4,7-dihydro-5H-thieno[2,3-C]pyran-3-carboxamide S1C=C(C2=C1COCC2)C(=O)N